6-(4-fluorobenzyl)-2-cyclopropyl-6H-imidazo[1',2':1,6]pyrido[3,4-b]indole FC1=CC=C(CN2C=3C(C=4C=CC=CC24)=CC=2N(C3)C=C(N2)C2CC2)C=C1